3-chloro-N-{(1R)-1-[1-(5-cyanopyridin-2-yl)-1H-1,2,4-triazol-5-yl]ethyl}-5-(trifluoromethyl)benzamide ClC=1C=C(C(=O)N[C@H](C)C2=NC=NN2C2=NC=C(C=C2)C#N)C=C(C1)C(F)(F)F